6-(l-N-methyl-5-[(tert-butoxy)carbonyl]-4H,5H,6H,7H-pyrazolo[1,5-a]pyrazine-3-amidocyclopropyl)pyridine-3-carboxylic acid CN(C(=O)C=1C=NN2C1CN(CC2)C(=O)OC(C)(C)C)C2(CC2)C2=CC=C(C=N2)C(=O)O